(S)-6-chloro-2-(1-cyclopropylethyl)-4-(diethylamino)-1,2-dihydro-3H-pyrrolo[3,4-c]pyridin-3-one ClC1=CC2=C(C(=N1)N(CC)CC)C(N(C2)[C@@H](C)C2CC2)=O